FC1=C(C(=CC=C1)[C@H]1NCCC1)C=1N=C2SC3=C(N2C1)C=CC(=C3)C(=O)NCCCN3CCC(CC3)F (S)-2-(2-fluoro-6-(pyrrolidin-2-yl)phenyl)-N-(3-(4-fluoropiperidin-1-yl)propyl)benzo[d]imidazo[2,1-b]thiazole-7-carboxamide